NC=1N=CC2=C(C=CC(=C2C1)C(C)=O)OC (3-amino-8-methoxyisoquinolin-5-yl)ethan-1-one